6-(2-amino)propyl-uridine methyl-N-[5-({4-[(2S)-2-({8-[ethyl(methyl)carbamoyl]quinazolin-4-yl}amino)propyl]piperazin-1-yl}sulfonyl)-4-methyl-1,3-thiazol-2-yl]carbamate CN(C(=O)OC[C@@H]1[C@H]([C@H]([C@@H](O1)N1C(=O)NC(=O)C=C1CC(C)N)O)O)C=1SC(=C(N1)C)S(=O)(=O)N1CCN(CC1)C[C@H](C)NC1=NC=NC2=C(C=CC=C12)C(N(C)CC)=O